((4-(4-(2,2-difluorocyclopropyl)phenyl)-4,5,6,7-tetrahydropyrazolo[1,5-a]pyrimidin-6-yl)methyl)acrylamide FC1(C(C1)C1=CC=C(C=C1)N1C=2N(CC(C1)CC(C(=O)N)=C)N=CC2)F